CC1(OCCO1)C (S)-(+)-2,2-dimethyl-1,3-dioxolane